C[C@@]1(CN(CCOC1)C1=NC(=NC2=C(C(=C(C=C12)F)C1=CC(=CC2=CC=C(C(=C12)C#C[Si](C(C)C)(C(C)C)C(C)C)F)O[Si](C(C)C)(C(C)C)C(C)C)F)F)O (6S)-6-methyl-4-(2,6,8-trifluoro-7-(7-fluoro-8-((triisopropylsilyl)ethynyl)-3-((Triisopropylsilyl)oxy)naphth-1-yl)quinazolin-4-yl)-1,4-oxaazepan-6-ol